C(=O)(O)NC1=CC=CC=C1 carboxyl-aniline